C(#N)C=1N=C(OC1C(C(=O)N)CCCCN(C)C)C1=C(C(=CC(=C1)Cl)Cl)Cl (4-cyano-2-(2,3,5-trichlorophenyl)oxazol-5-yl)-6-(dimethylamino)hexanamide